BrC1=CC=2C(=NN(N2)C)C=C1C 5-bromo-2,6-dimethyl-2H-benzo[d][1,2,3]triazole